Trans-N-(4-{[6-(5-chloro-2-fluorophenyl)-3-[(2-hydroxy-ethyl)sulfanyl]pyridazin-4-yl]-amino}pyridin-2-yl)-3-[4,4-difluoro-3-(hydroxymethyl)-piperidin-1-yl]cyclobutane-1-carboxamide ClC=1C=CC(=C(C1)C1=CC(=C(N=N1)SCCO)NC1=CC(=NC=C1)NC(=O)[C@@H]1C[C@H](C1)N1CC(C(CC1)(F)F)CO)F